(S)-4-(5-((6-((2-((S)-3-carboxybutanoyl)-4-fluoro-6-methoxybenzo[b]thiophen-5-yl)oxy)hexyl)oxy)-6-methoxybenzo[b]thiophen-2-yl)-2-methyl-4-oxobutanoic acid C(=O)(O)[C@H](CC(=O)C1=CC2=C(S1)C=C(C(=C2F)OCCCCCCOC2=CC1=C(SC(=C1)C(C[C@@H](C(=O)O)C)=O)C=C2OC)OC)C